bromo(naphthalen-1-yl)magnesium Br[Mg]C1=CC=CC2=CC=CC=C12